C(C=C)(=O)NC=1C(=CC(=C(C1)NC1=NC=C(C(=N1)N1CC(C2=CC(=C(C=C12)F)F)(C)C)C(=O)OC(C)C)OC)N1[C@H](C[C@@H](C1)F)CN(C)C isopropyl 2-((5-acrylamido-4-((2R,4S)-2-((dimethylamino)methyl)-4-fluoropyrrolidin-1-yl)-2-methoxyphenyl)amino)-4-(5,6-difluoro-3,3-dimethylindolin-1-yl)pyrimidine-5-carboxylate